(Z)-ethyl 3-(quinuclidin-4-yl)acrylate N12CCC(CC1)(CC2)\C=C/C(=O)OCC